2-[4-(2-methyl-4-pyridyl)imidazo[4,5-c]pyridin-1-yl]-N-(5-pyrazin-2-yl-2-pyridyl)acetamide CC1=NC=CC(=C1)C1=NC=CC2=C1N=CN2CC(=O)NC2=NC=C(C=C2)C2=NC=CN=C2